2-(hydroxypropyl)-1,3-propanediamine OCCCC(CN)CN